C(#N)C1=C(C=C(C=C1)NC1=NC=C2C(=N1)N(N(C2=O)CC=C)C2=CC=CC(=N2)OC2CCN(CC2)C(=O)OC(C)(C)C)C tert-butyl 4-[(6-{6-[(4-cyano-3-methylphenyl)amino]-3-oxo-2-(prop-2-en-1-yl)-1H,2H,3H-pyrazolo[3,4-d]pyrimidin-1-yl}pyridin-2-yl)oxy]piperidine-1-carboxylate